1-(2-(6-(Difluoromethyl)imidazo[1,2-a]pyrazin-3-yl)pyrimidin-4-yl)-2-methylpiperidine-3-carboxamide FC(C=1N=CC=2N(C1)C(=CN2)C2=NC=CC(=N2)N2C(C(CCC2)C(=O)N)C)F